3-(aminomethyl)-1-benzylpyrrolidine-3-carboxylic acid methyl ester COC(=O)C1(CN(CC1)CC1=CC=CC=C1)CN